C(C)(C)(C)OC(=O)N1[C@@H](CCC1)C(NCC1=CC=C(C=C1)OCC1=CC=C(C=C1)F)=O (S)-tert-butyl-2-((4-((4-fluorobenzyl)oxy)benzyl)carbamoyl)pyrrolidine-1-carboxylate